2-Amino-1-(3-methoxy-2,6-dimethylphenyl)-4,5,6-trimethyl-1H-pyrrolo[2,3-b]pyridine-3-carbonitrile NC1=C(C=2C(=NC(=C(C2C)C)C)N1C1=C(C(=CC=C1C)OC)C)C#N